ClC=1C(=NC=CC1C(=O)N1[C@H](C=2C(CC1)=C(N(N2)C)C2=CC(=C(C(=C2)F)F)F)C)OC (3-chloro-2-methoxy-4-pyridinyl)-[(7S)-2,7-dimethyl-3-(3,4,5-trifluorophenyl)-5,7-dihydro-4H-pyrazolo[3,4-c]pyridin-6-yl]methanone